C1OCC12CN(C2)CCOC2=C1C(=NC(=C2)C2=CNC3=CN=C(C=C32)NC(C)=O)C3(OCC1)COCC3 N-(3-(4'-(2-(2-oxa-6-azaspiro[3.3]heptan-6-yl)ethoxy)-4,5,5',6'-tetrahydro-2H-spiro[furan-3,8'-pyrano[3,4-b]pyridin]-2'-yl)-1H-pyrrolo[2,3-c]pyridin-5-yl)acetamide